3,4-dihydro-1,2,6-oxathiazine-2,2-dioxide O1S(CCC=N1)(=O)=O